O1CCN(CC1)C=1N=CC(=NC1)B(O)O 5-MORPHOLINOPYRAZINE-2-BORONIC ACID